C1=CC=C(C=C1)CO HydroxyToluene